alpha-naphthyl acetate C(C)(=O)OC1=CC=CC2=CC=CC=C12